ClC=1N=CC(=NC1)N1CCN(CC1)C(CCOC[C@H](C)NC1=C(C(NN=C1)=O)C(F)(F)F)=O (S)-5-((1-(3-(4-(5-Chloropyrazin-2-yl)piperazin-1-yl)-3-oxopropoxy)propan-2-yl)amino)-4-(trifluoromethyl)pyridazin-3(2H)-one